CC1=NOC(=C1C(=O)NC1=CC2=C(C=N1)C=C(N2)C2=CC(=NC=C2)C)C 3,5-dimethyl-N-(2-(2-methylpyridin-4-yl)-1H-pyrrolo[3,2-c]pyridin-6-yl)isoxazole-4-carboxamide